2-(3'-(9,9-dimethyl-9H-fluoren-3-yl)-[1,1'-biphenyl]-3-yl)-4,6-diphenylpyrimidine CC1(C2=CC=CC=C2C=2C=C(C=CC12)C=1C=C(C=CC1)C1=CC(=CC=C1)C1=NC(=CC(=N1)C1=CC=CC=C1)C1=CC=CC=C1)C